(1-(tert-butoxycarbonyl)-1,2,3,6-tetrahydropyridin-4-yl)borane C(C)(C)(C)OC(=O)N1CCC(=CC1)B